FC1=CC=C(C=C1)N1CCN(S1(=O)=O)CC(=O)NC1C2CC3(CC(CC1C3)C2)C(=O)N 4-(2-(5-(4-fluorophenyl)-1,1-dioxido-1,2,5-thiadiazolidin-2-yl)acetamido)adamantan-1-carboxamide